S(OC1=CC=C(C=C1)OCC1=C(C=C(C=C1F)N1N=NC(=C1)NS(=O)(=O)C)F)(=O)(=O)F 4-((2,6-difluoro-4-(4-(methylsulfonamido)-1H-1,2,3-triazol-1-yl)benzyl)oxy)phenyl sulfurofluoridate